O=C1N(C(=NO1)C1=CC=CC=C1)CC1=NC=2C(=C3C(=NC2)NC=C3)N1C1CCC(CC1)CC#N 2-((1r,4r)-4-(2-((5-oxo-3-phenyl-1,2,4-oxadiazol-4(5H)-yl)methyl)imidazo[4,5-d]pyrrolo[2,3-b]Pyridin-1(6H)-yl)cyclohexyl)acetonitrile